COC(=O)NC(SC)=NC(=O)OC 1,3-bis(methoxycarbonyl)-2-methyl-2-thiopseudourea